5-methoxy-2-(2,2,2-trifluoroethyl)aniline COC=1C=CC(=C(N)C1)CC(F)(F)F